5-((2-(2-cyano-4-fluorophenyl)-2-azaspiro[3.3]heptan-6-yl)oxy)-N-(1-(dimethylcarbamoyl)azetidin-3-yl)-2'-ethoxy-[2,3'-bipyridine]-6-carboxamide C(#N)C1=C(C=CC(=C1)F)N1CC2(C1)CC(C2)OC=2C=CC(=NC2C(=O)NC2CN(C2)C(N(C)C)=O)C=2C(=NC=CC2)OCC